1-bromo-1,2,3,4-tetrahydronaphthalene BrC1CCCC2=CC=CC=C12